C1(=CC=CC=C1)C1=NC(=NC(=N1)C1=CC=CC=C1)C=1C=C(C=CC1)C=1C=C(C=CC1)C=1C=C(C=CC1)C=1C(=C(C(=C(C1)C1=CC=CC=C1)C1=CC=CC=C1)C1=CC=CC=C1)C1=CC=CC=C1 2,4-Diphenyl-6-(4',5',6'-triphenyl[1,1':2',1'':3'',1''':3''',1''''-quinquephenyl]-3''''-yl)-1,3,5-triazine